C(C)(C)=C1CC=CC1 4-isopropylidenecyclopentene